C[Si](N([Si](C)(C)C)CCCC(C)O[Si](OCC)(OCC)C)(C)C N,N-bis(trimethylsilyl)aminopropylmethyltriethoxysilane